BrC1=C(C(=CC(=C1)C(C(F)(F)F)(C(F)(F)F)F)C(F)(F)F)NC(C1=C(C(=CC=C1)N(C(=O)C=1C=NC=CC1)O)F)=O N-(2-bromo-4-(perfluoropropane-2-yl)-6-(trifluoromethyl)phenyl)-2-fluoro-3-((hydroxy)(pyridine-3-carbonyl)amino)benzamide